6-(((1S,3S,5R)-3-(((R)-1-(4-carbamimidoylthiophen-2-yl)ethyl)carbamoyl)-2-((4-phenoxybutanoyl)glycyl)-2-azabicyclo[3.1.0]hexan-5-yl)methoxy)hexanoic acid C(N)(=N)C=1C=C(SC1)[C@@H](C)NC(=O)[C@H]1N([C@H]2C[C@]2(C1)COCCCCCC(=O)O)C(CNC(CCCOC1=CC=CC=C1)=O)=O